tert-butyl (2S,4S)-4-fluoro-2-(((3R,5R)-5-(hydroxymethyl)-1-((2-(trimethylsilyl)ethoxy)carbonyl)pyrrolidin-3-yl)carbamoyl)pyrrolidine-1-carboxylate F[C@H]1C[C@H](N(C1)C(=O)OC(C)(C)C)C(N[C@H]1CN([C@H](C1)CO)C(=O)OCC[Si](C)(C)C)=O